(2-methoxyethoxymethyl)tripentylammonium COCCOC[N+](CCCCC)(CCCCC)CCCCC